N1=CC=CC2=CC=CC(=C12)NC(=O)C=1OC=CC1 N-(quinolin-8-yl)-furan-2-carboxamide